ClC=1C=C(C=C(C1)Cl)C1=NC(=CC(=C1)CN1CCC(CC1)CC(=O)O)OC=1C=NC(=CC1)N1CCN(CC1)CCCS(=O)(=O)C 2-(1-((2-(3,5-dichlorophenyl)-6-((6-(4-(3-(methylsulfonyl)propyl)piperazin-1-yl)pyridin-3-yl)oxy)pyridin-4-yl)methyl)piperidin-4-yl)acetic acid